Ethyl (5S)-5-amino-2-[[(1R,2S)-2-fluorocyclopropanecarbonyl]amino]-4,5,6,7-tetrahydrobenzothiophene-3-carboxylate N[C@H]1CCC2=C(C(=C(S2)NC(=O)[C@@H]2[C@H](C2)F)C(=O)OCC)C1